ClC1=CC(=C(C=C1)C=1CCN(CC1)C(=O)OC(C)(C)C)F Tert-butyl 4-(4-chloro-2-fluoro-phenyl)-3,6-dihydro-2H-pyridine-1-carboxylate